6-(2-chlorophenyl)-3-(4-isoquinolinyl)-1-[(1-methyl-1,2,4-triazol-3-yl)methyl]thieno[3,2-d]pyrimidine-2,4-dione ClC1=C(C=CC=C1)C1=CC=2N(C(N(C(C2S1)=O)C1=CN=CC2=CC=CC=C12)=O)CC1=NN(C=N1)C